1-(cyclopropylimino)-4-(4-(hexahydropyrrolo[3,4-b]pyrrol-5(1H)-yl)-6-methylquinazolin-2-yl)-2,3,4,5-tetrahydro-benzo[f][1,4]thiazepine-1-Oxide C1(CC1)N=S1(CCN(CC2=C1C=CC=C2)C2=NC1=CC=C(C=C1C(=N2)N2CC1NCCC1C2)C)=O